4,6-dimethyl-2,4,6-tris(4'-hydroxyphenyl)-2-heptene CC(C=C(C)C1=CC=C(C=C1)O)(CC(C)(C1=CC=C(C=C1)O)C)C1=CC=C(C=C1)O